4-chloro-10-(2,6-difluoro-4-{3-[(2-hydroxyethyl)amino]pyrrolidin-1-yl}phenyl)-8-ethyl-9-oxo-6,8,10-triazatricyclo[9.4.0.02,7]pentadeca-1(11),2(7),3,5,12,14-hexaene-13-carbonitrile ClC1=CC=2C=3C=CC(=CC3N(C(N(C2N=C1)CC)=O)C1=C(C=C(C=C1F)N1CC(CC1)NCCO)F)C#N